ClC1=CC2=C(N(C(O2)=O)CC2=NC=C(C=C2)C=2OC(=NN2)C(F)F)C=C1C=1C=NC=CC1 6-chloro-3-((5-(5-(difluoromethyl)-1,3,4-oxadiazol-2-yl)pyridin-2-yl)methyl)-5-(pyridin-3-yl)benzo[d]oxazol-2(3H)-one